COCCOC=1C=C(C=CC1)C=1C=C2CCC(C(C2=CC1)NC(O[C@@H]1CN2CCC1CC2)=O)(C)C (S)-quinuclidin-3-yl (6-(3-(2-methoxyethoxy)phenyl)-2,2-dimethyl-1,2,3,4-tetrahydronaphthalen-1-yl)carbamate